3-(4-((5-(4-(4-((R)-3-(4-amino-3-(4-phenoxyphenyl)-1H-pyrazolo[3,4-d]pyrimidin-1-yl)piperidin-1-yl)-4-oxobutyl)piperazin-1-yl)pentyl)amino)-1-oxoisoindoline-2-yl)piperidine-2,6-dione NC1=C2C(=NC=N1)N(N=C2C2=CC=C(C=C2)OC2=CC=CC=C2)[C@H]2CN(CCC2)C(CCCN2CCN(CC2)CCCCCNC2=C1CN(C(C1=CC=C2)=O)C2C(NC(CC2)=O)=O)=O